C(CCC(=O)OC1C(N(C(CC1)(C)C)OCCCCCCCC)(C)C)(=O)OC1C(N(C(CC1)(C)C)OCCCCCCCC)(C)C bis(1-octyloxy-2,2,6,6-tetramethyl piperidyl) succinate